[OH-].CC(COCCCN1C=[N+](C=C1)CCCOCC(C)C)C 1,3-bis[3-(2-methylpropoxy)propyl]imidazolium hydroxide